ClC=1C2=C(N=C(N1)C=1N(C=CC1)C)SC(=C2)C 4-chloro-6-methyl-2-(1-methyl-1H-pyrrol-2-yl)thieno[2,3-d]pyrimidine